6-acetyl-8-cyclopentyl-2-[[5-[4-[difluoro-[4-(hydroxymethyl)phenyl]methyl]-1-piperidyl]-2-pyridyl]amino]-5-methyl-pyrido[2,3-d]pyrimidin-7-one C(C)(=O)C1=C(C2=C(N=C(N=C2)NC2=NC=C(C=C2)N2CCC(CC2)C(C2=CC=C(C=C2)CO)(F)F)N(C1=O)C1CCCC1)C